4-bromo-3-(2,6-dimethylphenoxy)-1-methylpyridin-2(1H)-one BrC1=C(C(N(C=C1)C)=O)OC1=C(C=CC=C1C)C